(S,E)-1-((1-((7-((2,4-Difluorobenzyl)oxy)-5-fluoro-1H-indol-2-yl)methyl)-2-oxo-1,2-dihydropyridin-3-yl)amino)-7-(dimethylamino)-1,7-dioxohept-5-en-2-yl-pyrrolidin-1-carboxylat FC1=C(COC=2C=C(C=C3C=C(NC23)CN2C(C(=CC=C2)NC([C@H](CC\C=C\C(=O)N(C)C)OC(=O)N2CCCC2)=O)=O)F)C=CC(=C1)F